6-Amino-1-(methoxy-d3)-8-(4,4,5,5-tetramethyl-1,3,2-dioxaborolan-2-yl)-2-naphthonitrile NC=1C=C2C=CC(=C(C2=C(C1)B1OC(C(O1)(C)C)(C)C)OC([2H])([2H])[2H])C#N